4-methyl-3-[2-(3-pyridyl)ethynyl]-N-[5-(trifluoromethyl)-6,7-dihydro-5H-pyrrolo[1,2-a]imidazol-2-yl]benzamide CC1=C(C=C(C(=O)NC=2N=C3N(C2)C(CC3)C(F)(F)F)C=C1)C#CC=1C=NC=CC1